C1(CCC1)OC1=NC=CC=C1C1=CC(=C(C=C1)CCCCC(=O)O)F 5-[4-(2-Cyclobutoxy-pyridin-3-yl)-2-fluoro-phenyl]-pentanoic acid